4-(5-((3aR,5s,6aS)-5-aminohexahydrocyclopenta[c]pyrrol-2(1H)-yl)pyrazin-2-yl)-6-ethoxypyrazolo[1,5-a]pyridine-3-carbonitrile NC1C[C@@H]2[C@@H](CN(C2)C=2N=CC(=NC2)C=2C=3N(C=C(C2)OCC)N=CC3C#N)C1